3-methyl-5-(2,6,6-trimethylcyclohexen-1-yl)-2,4-pentadienyl-triphenylphosphonium chloride [Cl-].CC(=CC[P+](C1=CC=CC=C1)(C1=CC=CC=C1)C1=CC=CC=C1)C=CC1=C(CCCC1(C)C)C